O=C1NC(CCC1N1C(C2=CC=C(C=C2C1=O)N1CCN(CC1)CC1CCN(CC1)C(=O)[O-])=O)=O 4-({4-[2-(2,6-dioxopiperidin-3-yl)-1,3-dioxo-2,3-dihydro-1H-isoindol-5-yl]piperazin-1-yl}methyl)piperidine-1-carboxylate